3-(4-((R)-7-((1-(4-((1R,2S)-4,4-difluoro-6-hydroxy-2-phenyl-1,2,3,4-tetrahydronaphthalen-1-yl)phenyl)piperidin-4-yl)methyl)-2,7-diazaspiro[4.4]nonan-2-yl)phenyl)piperidine-2,6-dione FC1(C[C@@H]([C@@H](C2=CC=C(C=C12)O)C1=CC=C(C=C1)N1CCC(CC1)CN1C[C@]2(CCN(C2)C2=CC=C(C=C2)C2C(NC(CC2)=O)=O)CC1)C1=CC=CC=C1)F